N-(2-aminophenyl)-7-((6-(6-methoxypyridin-3-yl)-4-methylquinazolin-8-yl)oxy)heptanamide NC1=C(C=CC=C1)NC(CCCCCCOC=1C=C(C=C2C(=NC=NC12)C)C=1C=NC(=CC1)OC)=O